N=1C=NN2C1C=CC(=C2)C2=CC(=NN2C2=NC(=CC=C2)C)CC(=O)NC2=CC=C(C=C2)Cl 5-([1,2,4]triazolo[1,5-a]pyridin-6-yl)-N-(4-chlorophenyl)-1-(6-methylpyridin-2-yl)-1H-pyrazole-3-carboxyamide